tert-Butyl 6-[[4-(2,2,2-trifluoroethyl)pyrazol-1-yl]methyl]-2-azaspiro[3.3]heptane-2-carboxylate FC(CC=1C=NN(C1)CC1CC2(CN(C2)C(=O)OC(C)(C)C)C1)(F)F